4-[(7-Azaspiro[3.5]nonan-2-ylamino)methyl]-2-(2,6-dioxo-3-piperidyl)isoindoline-1,3-dione C1C(CC12CCNCC2)NCC2=C1C(N(C(C1=CC=C2)=O)C2C(NC(CC2)=O)=O)=O